C[C@H](CC1=CC2=C(OCO2)C=C1)N (R)-alpha-Methyl-1,3-benzodioxole-5-ethanamine